4-((7-Fluoro-1H-indazol-5-yl)ethynyl)-N-((2-fluoropyridin-3-yl)methyl)-[2,4'-bipyrimidin]-2'-amine FC=1C=C(C=C2C=NNC12)C#CC1=NC(=NC=C1)C1=NC(=NC=C1)NCC=1C(=NC=CC1)F